(2Z)-1'-(ethoxymethyl)-2,3'-biindole-2',3(1H,1'H)-dione C(C)OCN1C(\C(\C2=CC=CC=C12)=C\1/NC2=CC=CC=C2C1=O)=O